N1C=CC=2C1=NC=CC2C2=CC(=C(N2COCC[Si](C)(C)C)C2=CC=C(C=C2)OC(F)(F)F)C(=O)O 5-(1H-pyrrolo[2,3-b]pyridin-4-yl)-2-[4-(trifluoromethoxy)phenyl]-1-{[2-(trimethylsilyl)ethoxy]methyl}-1H-pyrrole-3-carboxylic acid